(R)-N-(1-(9H-purin-6-yl)piperidin-3-yl)acrylamide fumarate C(\C=C\C(=O)O)(=O)O.N1=CN=C2NC=NC2=C1N1C[C@@H](CCC1)NC(C=C)=O